[N+](=O)([O-])C=1C=CC=C2C(=CN=CC12)N 8-nitroisoquinolin-4-amine